4-((6-(2-Aminoethylsulfanyl)-1-methyl-1H-pyrazolo[3,4-d]pyrimidin-4-yl)aminomethyl)-benzenesulfonamide hydrochloride Cl.NCCSC1=NC(=C2C(=N1)N(N=C2)C)NCC2=CC=C(C=C2)S(=O)(=O)N